ClC=1C=C2C(=NC(=NC2=C(C1C1=CC=CC2=C1N=C(S2)N)F)OCC2CCN(CC2)CC)N2CCNCC2 4-(6-chloro-2-((1-ethylpiperidin-4-yl)methoxy)-8-fluoro-4-(piperazin-1-yl)quinazolin-7-yl)benzo[d]thiazol-2-amine